2-((3-bromo-1-methyl-1H-pyrazol-4-yl)methyl)imidazo[1,2-a]pyridine-6-carboxylic acid BrC1=NN(C=C1CC=1N=C2N(C=C(C=C2)C(=O)O)C1)C